3-(4-fluoro-2-methyl-3-nitrophenyl)propanoate FC1=C(C(=C(C=C1)CCC(=O)[O-])C)[N+](=O)[O-]